ClC=1C=C2C(=NC=NC2=CC1C1=C(C(=CC=C1F)F)O)N1CCN(CC1)C(C=C)=O 1-(4-(6-chloro-7-(3,6-difluoro-2-hydroxyphenyl)quinazolin-4-yl)piperazin-1-yl)prop-2-en-1-one